4-(6-chloro-8-fluoro-4-(piperazin-1-yl)quinazolin-7-yl)-7-fluorobenzo[d]thiazol-2-amine ClC=1C=C2C(=NC=NC2=C(C1C1=CC=C(C2=C1N=C(S2)N)F)F)N2CCNCC2